2-methyl-N-(4-phenyl-4,5,6,7-tetrahydrobenzothien-4-yl)propane-2-sulfonamide CC(C)(C)S(=O)(=O)NC1(CCCC2=C1C=CS2)C2=CC=CC=C2